The molecule is a 3-oxo-fatty acyl-CoA(4-) arising from deprotonation of the phosphate and diphosphate functions of (9Z,12Z)-3-oxolinoleoyl-CoA. It is a conjugate base of a (9Z,12Z)-3-oxolinoleoyl-CoA. CCCCC/C=C\\C/C=C\\CCCCCC(=O)CC(=O)SCCNC(=O)CCNC(=O)[C@@H](C(C)(C)COP(=O)([O-])OP(=O)([O-])OC[C@@H]1[C@H]([C@H]([C@@H](O1)N2C=NC3=C(N=CN=C32)N)O)OP(=O)([O-])[O-])O